3-((5-cyclopropyl-8-fluoro-2-(6-methoxypyridin-3-yl)-2,3-dihydrobenzo[b][1,4]dioxin-6-yl)methyl)-6-(1-methyl-1H-pyrazol-4-yl)-3H-imidazo[4,5-b]pyridine C1(CC1)C1=C(C=C(C=2OC(COC21)C=2C=NC(=CC2)OC)F)CN2C=NC=1C2=NC=C(C1)C=1C=NN(C1)C